N1C2C(CC(C1)C(=O)N)COC2 octahydrofuro[3,4-b]pyridine-3-carboxamide